2',3-dichloro-3'-fluoro-4-((1S,2S)-2-(3-fluoropyridin-2-yl)cyclopropyl)-5',6-dimethyl-2H-[1,4'-bipyridin]-2-one ClC1=NC=C(C(=C1F)N1C(C(=C(C=C1C)[C@@H]1[C@H](C1)C1=NC=CC=C1F)Cl)=O)C